(1'R,2'R)-4-(4-hydroxyphenethyl)-5'-methyl-2'-(prop-1-ene-2-yl)-1',2',3',4'-tetrahydro-[1,1'-biphenyl]-2,6-diol OC1=CC=C(CCC=2C=C(C(=C(C2)O)[C@H]2[C@@H](CCC(=C2)C)C(=C)C)O)C=C1